C(#N)C=1C=NC2=CC=C(C=C2C1C=1CCNCC1)C=1C=CC(=NC1)OC 5-(3-cyano-4-(1,2,3,6-tetrahydropyridin-4-yl)quinolin-6-yl)-2-methoxypyridine